CC(C#N)(C)C1=CC(=CC=C1)B1OC(C(O1)(C)C)(C)C 2-Methyl-2-(3-(4,4,5,5-tetramethyl-1,3,2-dioxaborolan-2-yl)phenyl)propanenitrile